C(CCCCCCC)[Si](N[Si](CCCCCCCC)(C)C)(C)C 1,3-di-n-octyl-tetramethyl-disilazane